3-(5-(4-bromo-phenyl)-3-(4-chloro-phenyl)-4,5-dihydro-1H-pyrazole-1-carbonyl)-7-(2-cyanoselenoethoxy)-dihydro-benzopyran-2-one BrC1=CC=C(C=C1)C1CC(=NN1C(=O)C1C(OC2=C(C1)C=CC(=C2)OCC[Se]C#N)=O)C2=CC=C(C=C2)Cl